5-(((S)-2-amino-3-((((R)-pyrrolidin-2-yl)methyl)amino)propyl)amino)-2-methyl-N-((R)-1-(naphthalen-1-yl)ethyl)benzamide N[C@H](CNC=1C=CC(=C(C(=O)N[C@H](C)C2=CC=CC3=CC=CC=C23)C1)C)CNC[C@@H]1NCCC1